(R)-(1-(4-fluorophenyl)-6-((3-fluorophenyl)sulfonyl)-4,4a,5,6,7,8-hexahydro-1H-pyrazolo[3,4-g]isoquinolin-4a-yl)(thiazol-2-yl)methanone FC1=CC=C(C=C1)N1N=CC2=C1C=C1CCN(C[C@]1(C2)C(=O)C=2SC=CN2)S(=O)(=O)C2=CC(=CC=C2)F